C1(CC1)N1CCC(CC1)N1N=C(C(=C1)NC=1N=C(C2=C(N1)SC=C2C)NC=2C=C(C=CC2)C(C)(C)O)C 2-(3-((2-((1-(1-cyclopropylpiperidin-4-yl)-3-methyl-1H-pyrazol-4-yl)amino)-5-methylthieno[2,3-d]pyrimidin-4-yl)amino)phenyl)propan-2-ol